Phthalic Amide C(C=1C(C(=O)O)=CC=CC1)(=O)N